2-(1-cyclopropylethyl)phenylacetate C1(CC1)C(C)C1=C(C=CC=C1)CC(=O)[O-]